2-Fluoro-4'-[(6S)-6-(2-methoxy-2-oxoethyl)-2,3,9-trimethyl-6H-thieno[3,2-f][1,2,4]triazolo[4,3-a][1,4]diazepin-4-yl][1,1'-biphenyl]-4-carboxylic acid tert-butyl ester C(C)(C)(C)OC(=O)C1=CC(=C(C=C1)C1=CC=C(C=C1)C1=N[C@H](C=2N(C3=C1C(=C(S3)C)C)C(=NN2)C)CC(=O)OC)F